C(C)(=O)N[C@H]1[C@H](O[C@@H]([C@@H]([C@@H]1OC(C)=O)OC(C)=O)COC(C)=O)CC=C 3-(2-Acetamido-3,4,6-tri-O-acetyl-2-deoxy-α-D-galactopyranosyl)-1-propene